CC1CN(CCC1CC(=O)OC)C1=NC=C(C=N1)C(F)(F)F Methyl 2-(3-methyl-1-(5-(trifluoromethyl)pyrimidin-2-yl)piperidin-4-yl)acetate